4,6-dimethyl-3-cyanopyridine CC1=C(C=NC(=C1)C)C#N